BrC=1C=C2C(=C(C=NC2=CC1F)[N+](=O)[O-])NCCC[C@H](C)OC1=NC=C(C=C1[C@@H]1N(C[C@H](C1)F)C(=O)OC(C)(C)C)F tert-butyl (2R,4S)-2-(2-((S)-5-(6-bromo-7-fluoro-3-nitroquinolin-4-ylamino) pent-2-yloxy)-5-fluoropyridin-3-yl)-4-fluoropyrrolidine-1-carboxylate